benzoylmethylene-3-methylnaphtho(1,2-d)thiazoline C(C1=CC=CC=C1)(=O)C=S1(C=NC2=C1C=CC1=CC=CC=C12)C